C(#N)C1=CC(=C(C=C1)NC(=O)C1(CCC1)N1N=CC(=C1)C#CC1CN(C1)C=1C=C2C(N(C(C2=CC1)=O)C1C(NC(CC1)=O)=O)=O)C1CC1 N-(4-cyano-2-cyclopropylphenyl)-1-(4-((1-(2-(2,6-dioxopiperidin-3-yl)-1,3-dioxoisoindoline-5-yl)azetidin-3-yl)ethynyl)-1H-pyrazol-1-yl)cyclobutane-1-carboxamide